C[NH+]1CC[C@]23[C@@H]4[C@H]1CC5=C2C(=C(C=C5)O)O[C@H]3[C@H](C=C4)O The molecule is the conjugate acid of morphine arising from protonation of the tertiary amino group; major species at pH 7.3. It is an ammonium ion derivative and an organic cation. It is a conjugate acid of a morphine.